racemic-6-hydroxy-3-methyl-3,4-dihydronaphthalene-2-carbaldehyde OC=1C=C2C[C@H](C(=CC2=CC1)C=O)C |r|